Tetrabutyl-Ammonium hydroxide [OH-].C(CCC)[N+](CCCC)(CCCC)CCCC